trans-1-(tert-butyl) 2-methyl 4-acetyl-5-(2-bromo-6-chloropyridin-4-yl)piperazine-1,2-dicarboxylate C(C)(=O)N1C[C@@H](N(C[C@H]1C1=CC(=NC(=C1)Cl)Br)C(=O)OC(C)(C)C)C(=O)OC